5-Bromo-2-cyanophenyl 3-azido-3-deoxy-1-thio-α-D-galactopyranoside N(=[N+]=[N-])[C@@H]1[C@H]([C@@H](SC2=C(C=CC(=C2)Br)C#N)O[C@@H]([C@@H]1O)CO)O